N1=NN(C2=NC=CC=C21)C2=CC=C(C(=O)N(C1=NC=CC3=CC=CC(=C13)C)[C@H]1CCNCCC1)C=C2 (R)-4-(3H-[1,2,3]triazolo[4,5-b]pyridin-3-yl)-N-(azepan-4-yl)-N-(8-methylisoquinolin-1-yl)benzamide